N1(CCCCCC1)C(=O)N azepan-1-carboxamide